(1S,3R)-(-)-camphorat C([C@]1(C)C(C)(C)[C@H](C(=O)[O-])CC1)(=O)[O-]